C(=O)([O-])CN(C(=O)N[C@H](C(=O)[O-])CSC\C=C(\CCCC(CCCC(CCCC(C)C)C)C)/C)CC.[Na+].[Na+] disodium (2R)-2-{[(carboxylatomethyl)(ethyl)carbamoyl]amino}-3-{[(2E)-3,7,11,15-tetramethylhexadec-2-en-1-yl]sulfanyl}propanoate